C1(=CC=C(C=C1)[C@@H](C(=O)N)[C@H](C(F)(F)F)C)C1=CC=CC=C1 (2S,3R)-2-([1,1'-biphenyl]-4-yl)-4,4,4-trifluoro-3-methylbutanamide